methyl 2-(tert-butoxycarbonylamino)-5-fluoro-6-(2-methoxy-4,6-dimethyl-phenyl)pyridine-3-carboxylate C(C)(C)(C)OC(=O)NC1=NC(=C(C=C1C(=O)OC)F)C1=C(C=C(C=C1C)C)OC